C(C)C(CNC(CCCCCCCCCCCN)CC(C(C)C)C)CC N-(2-ethylbutyl)(2,3-dimethylbutyl)dodecane-1,12-diamine